4-hydroxy-pyridopyrimidinone OC1=NC(NC2=C1N=CC=C2)=O